(1r,3s)-3-((5-([1,2,4]triazolo[1,5-a]pyridin-6-yl)-4-(2,2-difluoroethoxy)pyrrolo[2,1-f][1,2,4]triazin-2-yl)amino)-1-ethylcyclobutan-1-ol N=1C=NN2C1C=CC(=C2)C=2C=CN1N=C(N=C(C12)OCC(F)F)NC1CC(C1)(O)CC